Tert-butyl (R)-2-(5-((1-(dibenzo[b,d]furan-2-yl)ethyl)amino)-6-oxo-2-(1H-pyrazol-4-yl)pyrimidin-1(6H)-yl)acetate C1=C(C=CC=2OC3=C(C21)C=CC=C3)[C@@H](C)NC3=CN=C(N(C3=O)CC(=O)OC(C)(C)C)C=3C=NNC3